NCC=1C=NC(=NC1)C1=C(C=C(C#N)C=C1)OC=1N(N=C(C1)C1=NC(=CC=C1)C)C 4-[5-(aminomethyl)pyrimidin-2-yl]-3-[2-methyl-5-(6-methylpyridin-2-yl)pyrazol-3-yl]oxybenzonitrile